(R)-N-((R)-8-(3-bromo-4-cyano-1H-pyrazolo[3,4-d]pyrimidin-6-yl)-8-azaspiro[4.5]decan-1-yl)-2-methylpropane-2-sulfinamide BrC1=NNC2=NC(=NC(=C21)C#N)N2CCC1(CCC[C@H]1N[S@](=O)C(C)(C)C)CC2